(S)-N-(1-METHYL-1H-INDAZOL-7-YL)-1-(4-(3-METHYLPYRROLIDIN-1-YL)PYRIDIN-2-YL)-1H-PYRAZOLE-4-SULFONAMIDE CN1N=CC2=CC=CC(=C12)NS(=O)(=O)C=1C=NN(C1)C1=NC=CC(=C1)N1C[C@H](CC1)C